(R)-3-((5-(cyclopent-1-en-1-yl)-7H-pyrrolo[2,3-d]pyrimidin-4-yl)amino)piperidine-1-carboxylic acid tert-butyl ester C(C)(C)(C)OC(=O)N1C[C@@H](CCC1)NC=1C2=C(N=CN1)NC=C2C2=CCCC2